behenoyl-amide C(CCCCCCCCCCCCCCCCCCCCC)(=O)[NH-]